C(C1=CC=CC=C1)C1CCN(CC1)CCCCO 4-(4-benzylpiperidin-1-yl)-butanol